ClC1=NC(=CC2=C1C=NN2C2=NC(=CC(=C2)N2[C@@H]([C@H](C2)CS(=O)(=O)C)C)C(C)C)C=2C=NC=CC2OC 4-Chloro-1-(6-isopropyl-4-((2R,3S)-2-methyl-3-((methylsulfonyl)methyl)azetidin-1-yl)pyridin-2-yl)-6-(4-methoxypyridin-3-yl)-1H-pyrazolo[4,3-c]pyridine